FC(C1=NN=C(O1)C1=CC=C(CN2N=NC(=C2)C2=CC3=C(N(C(N3C)=N)C)C=C2)C=C1)F 5-(1-(4-(5-(difluoromethyl)-1,3,4-oxadiazol-2-yl)benzyl)-1H-1,2,3-triazol-4-yl)-1,3-dimethyl-1,3-dihydro-2H-benzo[d]imidazol-2-imine